(R)-(4-(5-chloro-2-ethoxybenzyl)morpholin-2-yl)methanamine disuccinate C(CCC(=O)O)(=O)O.C(CCC(=O)O)(=O)O.ClC=1C=CC(=C(CN2C[C@H](OCC2)CN)C1)OCC